NCCCCCCCCCNC1=C(C(=O)NC=2SC(=C(N2)C)C)C=CC=C1 2-((9-aminononyl)amino)-N-(4,5-dimethylthiazol-2-yl)benzamide